(4-aminobutyl)-2-methylbut-2-enamide hydrochloride Cl.NCCCCC(=C(C(=O)N)C)C